C(C)(=O)ON=C(C(=O)C1=CN(C2=CC=CC=C12)C1=CC=C(C=C1)C(C1=CC=CC=C1)=O)CCCCCC 1-[1-(4-benzoylphenyl)-1H-indol-3-yl]-1,2-octanedione 2-(O-acetyloxime)